C(C)[C@@H]1N(C[C@H](N(C1)C(C)C1=CC=2N(C=C1)N=CC2)CC)C=2C=1C(N(C(N2)=O)C)=CNN1 7-((2S,5R)-2,5-diethyl-4-(1-(pyrazolo[1,5-a]pyridin-5-yl)ethyl)piperazin-1-yl)-4-methyl-2,4-dihydro-5H-pyrazolo[4,3-d]pyrimidin-5-one